C(C)(=O)OC(C(O)CO)=O acetylglycerate